L-lysyl-L-arginyl-O-phosphono-L-serine N[C@@H](CCCCN)C(=O)N[C@@H](CCCNC(N)=N)C(=O)N[C@@H](COP(=O)(O)O)C(=O)O